purine-2,6-dione N1C(N=C2N=CN=C2C1=O)=O